FC(N1N=C(C=C1)C1=NN=C(O1)C(=O)N1[C@@H](C2=C(CC1)NC=N2)C2=NN1C(C=CC=C1C(F)(F)F)=C2)(F)F (S)-(5-(1-(trifluoromethyl)-1H-pyrazol-3-yl)-1,3,4-oxadiazol-2-yl)(4-(7-(trifluoromethyl)pyrazolo[1,5-a]pyridin-2-yl)-6,7-dihydro-1H-imidazo[4,5-c]pyridin-5(4H)-yl)methanone